2-((1,1,1-trifluoro-2-methylpropan-2-yl)oxy)acetaldehyde FC(C(C)(C)OCC=O)(F)F